8-[1-(2,2-difluoroethyl)-1H-pyrazolo[3,4-b]pyrazin-6-yl]-2-[4-(trifluoromethyl)pyridin-2-yl]-2,8-diazaspiro[4.5]decane FC(CN1N=CC=2C1=NC(=CN2)N2CCC1(CCN(C1)C1=NC=CC(=C1)C(F)(F)F)CC2)F